5-bromopyrrolo[2,3,4-de]isoquinolin-2(1H)-one BrC1=CC=C2C=3C(=CN=CC13)NC2=O